ClC=1C=C(OCC[C@H](C(=O)O)C)C=CC1C=1N(C2=NC=NC(=C2N1)OC1(CC1)C)CC1=C(C=CC(=C1)Cl)OC (R)-4-(3-chloro-4-(9-(5-chloro-2-methoxybenzyl)-6-(1-methylcyclopropoxy)-9H-purin-8-yl)phenoxy)-2-methylbutanoic acid